FC(OC1=CC=C(C=C1)S(=O)(=O)N1[C@H]2CC(C[C@@H]1CC2)N(C2CCOCC2)C)F (1R,3r,5S)-8-((4-(difluoromethoxy)phenyl)sulfonyl)-N-methyl-N-(tetrahydro-2H-pyran-4-yl)-8-azabicyclo[3.2.1]octan-3-amine